ClC1=C2C(=C(NC2=CC=C1F)C(=O)N1C[C@H]2[C@@H](C1)CN(C2=O)C)F (3aR,6aR)-5-(4-chloro-3,5-difluoro-1H-indole-2-carbonyl)-2-methylhexahydropyrrolo[3,4-c]pyrrol-1(2H)-one